O=C1NC(CCC1N1C(C2=CC=CC(=C2C1)N[C@H]1C[C@@H](CC1)C(=O)N)=O)=O (1R,3R)-3-((2-(2,6-dioxopiperidin-3-yl)-1-oxoisoindolin-4-yl)amino)cyclopentane-1-carboxamide